ethyl 6-(tert-butylcarbamoyl)-2,3-dihydro-1,4-benzodioxin-2-carboxylate C(C)(C)(C)NC(=O)C1=CC2=C(OC(CO2)C(=O)OCC)C=C1